CN([C@H]1CN(CC1)C1=CC(=C(C=C1[N+](=O)[O-])NC1=NC=C(C(=N1)N1CC2(C3=NC(=CC=C31)C)CC2)C(=O)OC(C)C)OC)C isopropyl (R)-2-((4-(3-(dimethylamino)pyrrolidin-1-yl)-2-methoxy-5-nitrophenyl)amino)-4-(5'-methylspiro(cyclopropane-1,3'-pyrrolo[3,2-b]pyridin)-1'(2'H)-yl)pyrimidine-5-carboxylate